6'-(2-(1-(Cyclopropylsulfonyl)-1H-pyrazol-4-yl)pyrimidin-4-yl)-N4'-(1-(2-fluoroethyl)piperidin-3-yl)-5-((1-methylpiperidin-4-yl)oxy)-[2,3'-bipyridine]-4',6'-diamine C1(CC1)S(=O)(=O)N1N=CC(=C1)C1=NC=CC(=N1)C1(C=C(C(=CN1)C1=NC=C(C=C1)OC1CCN(CC1)C)NC1CN(CCC1)CCF)N